FC1=CC=C(C=C1)C1=NN(C=C1C=1C=2N(N=CC1)C=C(N2)CN)C 1-[8-[3-(4-fluorophenyl)-1-methylpyrazol-4-yl]imidazo[1,2-b]pyridazin-2-yl]methanamine